2-((3-chloro-4-fluorophenyl)(3,4-difluorophenyl)methyl)-4-((3-methoxy-3-methylpyrrolidin-1-yl)sulfonyl)-1H-imidazole ClC=1C=C(C=CC1F)C(C=1NC=C(N1)S(=O)(=O)N1CC(CC1)(C)OC)C1=CC(=C(C=C1)F)F